NC1=CC=C(OC2=CC(=NC=C2)C(=O)NC2CCCC2)C=C1 4-(4-Aminophenoxy)-N-cyclopentylpyridine-2-carboxamide